C(C)OC(=O)C1=C(C2=C(N(C(N(C2=O)[C@@H](C(=O)O)C)=O)CCC2=CC=CC=C2)S1)C (2R)-2-[6-(ethoxycarbonyl)-5-methyl-2,4-dioxo-1-(2-phenylethyl)-1H,2H,3H,4H-thieno[2,3-d]pyrimidin-3-yl]propanoic acid